N-ethyl-N-Sulfopropyl-3,5-dimethoxyaniline C(C)N(C1=CC(=CC(=C1)OC)OC)CCCS(=O)(=O)O